(6-methoxy-2-(4-methoxyphenyl) benzo[b]thiophene-3-carbonyl) phenylacetate C1(=CC=CC=C1)CC(=O)OC(=O)C=1C2=C(SC1C1=CC=C(C=C1)OC)C=C(C=C2)OC